NCCCCN1C=NC(=C1)C=1C(=NOC1C1CC1)C1=NN(C2=NC=NC(=C21)N)C(C)C {4-[1-(4-aminobutyl)-1H-imidazol-4-yl]-5-cyclopropyl-1,2-oxazol-3-yl}-1-(propan-2-yl)-1H-pyrazolo[3,4-d]pyrimidin-4-amine